OC1=CC=C(C[C@H]2C(N(CC3N(OC(C(N32)=O)(C)C)C(=O)OCC(C)C)CCOC)=O)C=C1 isobutyl (6S)-6-(4-hydroxybenzyl)-8-(2-methoxyethyl)-3,3-dimethyl-4,7-dioxohexahydropyrazino[2,1-c][1,2,4]oxadiazine-1(6H)-carboxylate